dibutyl-tin dibutoxide [O-]CCCC.[O-]CCCC.C(CCC)[Sn+2]CCCC